1-(Tert-butyl)-5-fluoro-N-(3-(3-fluoro-8-morpholinoimidazo[1,2-a]pyridin-6-yl)-4-methylphenyl)-1H-pyrazole-4-carboxamide C(C)(C)(C)N1N=CC(=C1F)C(=O)NC1=CC(=C(C=C1)C)C=1C=C(C=2N(C1)C(=CN2)F)N2CCOCC2